N-{2-[2-(hydroxymethyl)-7,8-dihydro-6H-indeno[5,4-d][1,3]oxazol-8-yl]ethyl}acetamide OCC=1OC2=C(N1)C=CC=1CCC(C12)CCNC(C)=O